(±)-(4Z)-4-(1,3-Benzothiazol-6-ylmethylene)-2-[(3,3-difluorocycloheptyl)amino]-1H-imidazol-5-one S1C=NC2=C1C=C(C=C2)\C=C\2/N=C(NC2=O)N[C@H]2CC(CCCC2)(F)F |r|